NC1=NC2=C(C=3N1N=C(N3)C3=NC=CC=C3)C(=C(N2CCN2CCN(CC2)C2=CC=NC=C2)C(=O)O)C 5-amino-9-methyl-2-(pyridin-2-yl)-7-(2-(4-(pyridin-4-yl)piperazin-1-yl)ethyl)-7H-pyrrolo[3,2-e][1,2,4]triazolo[1,5-c]pyrimidine-8-carboxylic acid